2,4-diamino-6-(3-fluorophenyl)-1,3,5-triazine NC1=NC(=NC(=N1)N)C1=CC(=CC=C1)F